CCCC(C(=O)C1=CN=CC=C1)NN=O 4-methylnitrosoamino-1-(3-pyridyl)-1-butanone